C(\C=C\CCCCCCC)O Trans-2-Decenol